butyl 2-(4-amino-8-fluoro-9H-pyrimido[4,5-b]indol-9-yl)acetate NC1=NC=NC=2N(C3=C(C=CC=C3C21)F)CC(=O)OCCCC